1-Methyl-2,4-dioxo-1,2,3,4-tetrahydroquinoline-3-carbonitrile CN1C(C(C(C2=CC=CC=C12)=O)C#N)=O